N1(C=NC=C1)CCCNC(=O)C1=NN2C(N=C(C=C2NC2CCCC2)C2=CC=CC=C2)=C1 N-(3-(1H-imidazol-1-yl)propyl)-7-(cyclopentylamino)-5-phenylpyrazolo[1,5-a]pyrimidine-2-carboxamide